4-bromobutyl-triethyl-ammonium bromide [Br-].BrCCCC[N+](CC)(CC)CC